4-[5-(aminomethyl)pyridin-2-yl]-3-[2-methyl-5-[(3S)-oxolan-3-yl]pyrazol-3-yl]oxybenzonitrile NCC=1C=CC(=NC1)C1=C(C=C(C#N)C=C1)OC=1N(N=C(C1)[C@H]1COCC1)C